ClC1=NC=C(C(=C1)N1C[C@H](CC1)NC)I (3S)-1-(2-chloro-5-iodo-4-pyridyl)-N-methyl-pyrrolidin-3-amine